(S)-(6-(2-methoxyphenoxy)-3-(3-(5-methylpyridin-2-yloxy)pyrrolidin-1-yl)pyridin-2-yl)methanol COC1=C(OC2=CC=C(C(=N2)CO)N2C[C@H](CC2)OC2=NC=C(C=C2)C)C=CC=C1